O=C1NC(CCC1N1C(C2=CC=C(C=C2C1)N1CC2(CN(C2)C2CCN(CC2)C(=O)OC(C)(C)C)C1)=O)=O tert-butyl 4-[6-[2-(2,6-dioxo-3-piperidyl)-1-oxo-isoindolin-5-yl]-2,6-diazaspiro[3.3]heptan-2-yl]piperidine-1-carboxylate